C(C=C)[Si](O[Si](C)(C)C)(C)CC=C diallyl-tetramethyldisiloxane